22-methoxymethyl-cholan COCC(CC)[C@@H](C)[C@H]1CC[C@H]2[C@@H]3CCC4CCCC[C@]4(C)[C@H]3CC[C@]12C